[N+](=O)([O-])C=1C=C(C=CC1)S(=O)(=O)OC[C@@H]1OCC1 (R)-oxetan-2-ylmethyl 3-nitrobenzenesulfonate